dimethylsilyl-indenyl-tert-butylamino-titanium dichloride [Cl-].[Cl-].C[SiH](C)[Ti+2](NC(C)(C)C)C1C=CC2=CC=CC=C12